BrCC1=C(C=C(C=C1)C(F)(F)F)C(F)(F)F 1-(bromomethyl)-2,4-bis(trifluoromethyl)benzene